ClC1=C(CN2[C@@H](CC(CC2)(C(=O)O)CC2=NC(=CC=C2F)NC2=NNC(=C2)C)C)C=CC=C1Cl (2R)-1-(2,3-dichlorobenzyl)-4-((3-fluoro-6-((5-methyl-1H-pyrazol-3-yl)amino)pyridin-2-yl)methyl)-2-methylpiperidine-4-carboxylic acid